2',3',4',9'-tetrahydrospiro[cyclohexane-1,1'-pyrido[3,4-b]indole] C12(NCCC3=C1NC1=CC=CC=C31)CCCCC2